COC(C(=NC1=CC=CC=C1)C1=CC=CC=C1)=O.C(C)(C)(C)C1=NC(=NO1)C1=CC=C(C=C1)C(=O)N1CC2(C1)CC(C2)N2N=C(C=C2)C2CC2 [4-(5-tert-butyl-1,2,4-oxadiazol-3-yl)phenyl]-[6-(3-cyclopropylpyrazol-1-yl)-2-azaspiro[3.3]heptan-2-yl]methanone methyl-2-phenyl-2-(phenylimino)acetate